O1CCC(=CC1)C=O 3,6-dihydro-2H-pyran-4-carbaldehyde